C(OOOOOOCCCCCCCCCCCCC)(=O)N hexaoxaicosanamide